methyl (4R,5R)-5-(dimethylamino)-2-((R)-3-methyl-1-((S)-3-phenyl-2-(pyrazine-2-carboxamido)propanamido) butyl)-6-oxo-1,3,2-dioxaborinane-4-carboxylate CN([C@@H]1[C@@H](OB(OC1=O)[C@H](CC(C)C)NC([C@H](CC1=CC=CC=C1)NC(=O)C1=NC=CN=C1)=O)C(=O)OC)C